FC(CCC1=CC=CC=2N(C=NC21)C(=O)[O-])(F)F 4-(3,3,3-trifluoropropyl)-1H-benzo[d]imidazole-1-carboxylate